C(C)(C)(C)OC(=O)N1CC(C1)S(=O)(=O)C1=CC=C(C=C1)O 3-((4-hydroxyphenyl)sulfonyl)azetidine-1-carboxylic acid tert-butyl ester